OC1(CCN(CC1)C(=O)[C@H]1[C@@H](CN(CC1)C(=O)C1=C(N=C(S1)C=1C=NC(=CC1)C)C)C1=CC=CC=C1)CN1C=NC2=C(C1=O)N=NN2C2=CC=CC=C2 6-[[4-hydroxy-1-[(3R,4R)-1-[4-methyl-2-(6-methyl-3-pyridyl)thiazole-5-carbonyl]-3-phenyl-piperidine-4-carbonyl]-4-piperidinyl]methyl]-3-phenyl-triazolo[4,5-d]pyrimidin-7-one